(R)-N-(5-chloro-2-(4-hydroxyazepan-1-yl)phenyl)-5-(pyridin-4-yl)furan-2-carboxamide ClC=1C=CC(=C(C1)NC(=O)C=1OC(=CC1)C1=CC=NC=C1)N1CC[C@@H](CCC1)O